2,7-bis[9,9-bis(4-methylphenyl)-2-fluorenyl]-9,9-bis(4-methylphenyl)fluorene CC1=CC=C(C=C1)C1(C2=CC=CC=C2C=2C=CC(=CC12)C1=CC=2C(C3=CC(=CC=C3C2C=C1)C1=CC=2C(C3=CC=CC=C3C2C=C1)(C1=CC=C(C=C1)C)C1=CC=C(C=C1)C)(C1=CC=C(C=C1)C)C1=CC=C(C=C1)C)C1=CC=C(C=C1)C